6-(piperidin-1-yl)-pyridine N1(CCCCC1)C1=CC=CC=N1